2-bromo-4-cyanobenzoic acid BrC1=C(C(=O)O)C=CC(=C1)C#N